5-chloro-2-(5-chloro-1H-pyrazol-4-yl)-4-[(2R)-2-methylpiperazin-1-yl]-1H-pyrimidin-6-one ClC1=C(N=C(NC1=O)C=1C=NNC1Cl)N1[C@@H](CNCC1)C